ClC=1C(=NC=CC1)N1N=C(C=C1C(=O)NC=1C(=CC=2N(C1C(=O)NCC)N=CC2)C)OC2CSC2 6-(1-(3-Chloropyridin-2-yl)-3-(thietan-3-yloxy)-1H-pyrazol-5-carboxamido)-N-ethyl-5-methylpyrazolo[1,5-a]pyridin-7-carboxamid